3-hydroxy-2,2-dimethylpropyl 3-hydroxy-2,2-dimethylpropanoate OCC(C(=O)OCC(CO)(C)C)(C)C